(E)-3-(4-Chloro-5-(((1-(3-cyano-4-(4-cyano-3-fluorophenyl)-5-(3-hydroxy-4-methoxyphenyl)pyridin-2-yl)piperidin-4-yl)amino)methyl)pyridin-2-yl)-N-hydroxyacrylamide formate C(=O)O.ClC1=CC(=NC=C1CNC1CCN(CC1)C1=NC=C(C(=C1C#N)C1=CC(=C(C=C1)C#N)F)C1=CC(=C(C=C1)OC)O)/C=C/C(=O)NO